OC(C)(C)C=1C=C(C=CC1)B(O)O 3-(2-hydroxypropane-2-yl)phenylboronic acid